C(#N)C(C=1C=CC=CC1)P(=O)(OCC)OCC 5-(cyano(diethoxyphosphoryl)methyl)benzol